C(#N)/C(/C(=O)N(CCOC1OCCCC1)CC)=C(/O)\C1=CC(=C(C(=C1)[N+](=O)[O-])OC)OC (Z)-2-cyano-3-(3,4-dimethoxy-5-nitrophenyl)-N-ethyl-3-hydroxy-N-(2-((tetrahydro-2H-pyran-2-yl)oxy)ethyl)acrylamide